3-((5-amino-6-methylpyrazin-2-yl)ethynyl)-4-methyl-N-(3-(4-methyl-1H-imidazol-1-yl)-5-(trifluoromethyl)phenyl)benzamide NC=1N=CC(=NC1C)C#CC=1C=C(C(=O)NC2=CC(=CC(=C2)C(F)(F)F)N2C=NC(=C2)C)C=CC1C